(R)-epoxyphenylethane C1(=C2C(=CC=C1)O2)CC